C(C)(C)(C)NC(C)O (tert-butylamino)ethanol